3-((3-(4-(4-((4-(2-(3-chloro-5-cyanophenyl)prop-2-yl)phenoxy)methyl)pyrimidine-2-yl)piperazin-1-yl)azetidin-1-yl)methyl)azetidine-1-carboxylate ClC=1C=C(C=C(C1)C#N)C(C)(C)C1=CC=C(OCC2=NC(=NC=C2)N2CCN(CC2)C2CN(C2)CC2CN(C2)C(=O)[O-])C=C1